(S)-N-((S)-2-(dimethylamino)-3-(2-oxoindol-5-yl)propyl)-3-phenylbutanamide CN([C@H](CNC(C[C@H](C)C1=CC=CC=C1)=O)CC1=CC2=CC(N=C2C=C1)=O)C